methyl 6-(bromomethyl)-2-fluoro-3-(trifluoromethoxy)benzoate BrCC1=CC=C(C(=C1C(=O)OC)F)OC(F)(F)F